Cyclopropylmethylalanine C1(CC1)CN[C@@H](C)C(=O)O